benzyl (1-((((1'R,2'R)-6-hydroxy-5'-methyl-4-pentyl-2'-(prop-1-en-2-yl)-1',2',3',4'-tetrahydro-[1,1'-biphenyl]-2-yl)oxy)carbonyl)cyclopropyl) phosphate ammonium salt [NH4+].P(=O)(OCC1=CC=CC=C1)(OC1(CC1)C(=O)OC1=C(C(=CC(=C1)CCCCC)O)[C@H]1[C@@H](CCC(=C1)C)C(=C)C)[O-]